ClC1=CC=C(C=C1)C1=CN=C2N1C=CC(=C2)C=2C=NN(C2)C 3-(4-chlorophenyl)-7-(1-methyl-1H-pyrazol-4-yl)imidazo[1,2-a]pyridine